5-(2-methylpyrazolo[1,5-a]pyridin-5-yl)-2,3-dihydro-1H-inden-4-amine CC1=NN2C(C=C(C=C2)C2=C(C=3CCCC3C=C2)N)=C1